((2R,3R)-3-(2-nitrophenyl)-1,4-dioxaspiro[4.4]nonan-2-yl)methyl sulfamate S(N)(OC[C@H]1OC2(O[C@@H]1C1=C(C=CC=C1)[N+](=O)[O-])CCCC2)(=O)=O